COC1=C(C=C(C=C1)C)[C@]1([C@H](C1)C1=NC=C(N=C1)OC)C(=O)NS(=O)(=O)C=1C=2C=CC(=NC2C=CC1)C (1S,2S)-1-(2-methoxy-5-methylphenyl)-2-(5-methoxypyrazin-2-yl)-N-(2-methylquinoline-5-sulfonyl)cyclopropane-1-carboxamide